C(C)[C@]1(C(OCC=2C(N3CC=4C(=NC=5C=C6C(=CC5C4CCNCCC)OCO6)C3=CC21)=O)=O)O (S)-7-ethyl-7-hydroxy-14-(2-(n-propylamino)ethyl)-10,13-dihydro-11H-[1,3]dioxolo[4,5-g]pyrano[3',4':6,7]indolizino[1,2-b]quinoline-8,11(7H)-dione